methyl 1-(propan-2-yl-2-d)-1H-pyrrolo[2,3-b]pyridine-5-carboxylate CC(C)([2H])N1C=CC=2C1=NC=C(C2)C(=O)OC